benzyl-(2-hydroxypropyl)-dimethyl-ammonium formate C(=O)[O-].C(C1=CC=CC=C1)[N+](C)(C)CC(C)O